FC1CCN(CC1)C1=C(CN2CCCC23CCN(CC3)C(=O)OC(C(F)(F)F)C(F)(F)F)C=CC(=C1)C(F)(F)F 1,1,1,3,3,3-Hexafluoropropan-2-yl 1-(2-(4-fluoropiperidin-1-yl)-4-(trifluoromethyl) benzyl)-1,8-diazaspiro[4.5]decane-8-carboxylate